8-methyl-8-phenyl-tetracyclo[4.4.0.12,5.17,10]-3-dodecene CC1(C2C3C4C=CC(C3C(C1)C2)C4)C4=CC=CC=C4